C(C)(C)(C)NS(=O)(=O)C1=CC(=CC=C1)NC1=NC(=NC=C1C)NC1=CC=C(C=C1)OCCN1CCN(CC1)CC1=CC=C(C=C1)C1C(NC(CC1)=O)=O N-(tert-butyl)-3-((2-((4-(2-(4-(4-(2,6-dioxopiperidin-3-yl)benzyl)piperazin-1-yl)ethoxy)phenyl)amino)-5-methylpyrimidin-4-yl)amino)benzenesulfonamide